C(#N)C(C)C1=C(N=C(N1)CC)C 1-cyanoethyl-2-ethyl-4-methylimidazole